3-fluorophenylpropionate FC=1C=C(C=CC1)OC(CC)=O